BrC=1C=C(C(=C(C1)C)CCl)C 5-bromo-2-(chloromethyl)-1,3-dimethylbenzene